Benzyl (3S,4R)-4-(difluoromethoxy)-3-(tritylamino)piperidine-1-carboxylate FC(O[C@H]1[C@H](CN(CC1)C(=O)OCC1=CC=CC=C1)NC(C1=CC=CC=C1)(C1=CC=CC=C1)C1=CC=CC=C1)F